3,4-dimethoxy-4'-methyl-1,1'-biphenyl COC=1C=C(C=CC1OC)C1=CC=C(C=C1)C